BrC=1C=C(CN2CC=CC3=C2NC2=CC=CC=C32)C=CC1 1-(3-bromobenzyl)-9H-pyrido[2,3-b]indole